COCCN1N=CC(=C1)NC1=NC=C(C(=N1)C1=CC=C(C=C1)O)C 4-(2-((1-(2-methoxyethyl)-1H-pyrazol-4-yl)amino)-5-methylpyrimidin-4-yl)phenol